1-[4-[1-[(3,4-dimethylpyrimidino[4',5':4,5]thieno[2,3-c]pyridazin-8-yl)amino]ethyl]phenyl]cyclobutanol CC1=C(C2=C(N=N1)SC1=C2N=CN=C1NC(C)C1=CC=C(C=C1)C1(CCC1)O)C